C(#N)C(C(=O)NC(OCC)=O)=NNC1=CC(=C(C(=C1)Cl)OC1=CN(C(C=C1)=O)CC1=CC=C(C=C1)F)Cl Ethyl (2-cyano-2-(2-(3,5-dichloro-4-((1-(4-fluorobenzyl)-6-oxo-1,6-dihydropyridin-3-yl)oxy)phenyl)hydrazono)acetyl)carbamate